tert-butyl (2R)-4-((2R)-5-fluoro-2'-(methylsulfinyl)-3,4,5',8'-tetrahydro-1H,6'H-spiro[naphthalene-2,7'-quinazolin]-4'-yl)-2-(methoxymethyl)piperazine-1-carboxylate FC1=C2CC[C@]3(CCC=4C(=NC(=NC4C3)S(=O)C)N3C[C@@H](N(CC3)C(=O)OC(C)(C)C)COC)CC2=CC=C1